CC(C(=O)O)(CCCCCCCC)N1C=C(C2=CC=CC=C12)CO.FC1=CC=C(C(=C1)F)OCCOC (E)-2,4-difluoro-5-(2-methoxyethoxy)benzene methyl-(3-(hydroxymethyl)-1H-indol-1-yl)decanoate